FC1=C(C=CC(=C1F)OC1=CC=NC2=CC(=C(C=C12)OC)OCCCNC)NC(=O)C=1C=NC=CC1OCC N-(2,3-difluoro-4-((6-methoxy-7-(3-(methylamino)propoxy)quinolin-4-yl)oxy)phenyl)-4-ethoxypyridine-3-carboxamide